C(C1=CC=CC=C1)OCCO[C@@H]1C[C@@H]2N(C(CNC2=O)=O)C1 (7R,8aS)-7-(2-benzyloxyethoxy)-2,3,6,7,8,8a-hexahydropyrrolo[1,2-a]pyrazine-1,4-dione